5-((2-azaspiro[3.3]heptan-6-yl)oxy)-8-chloro-2-methylisoquinolin-1(2H)-one C1NCC12CC(C2)OC2=C1C=CN(C(C1=C(C=C2)Cl)=O)C